[2-Fluoro-4-(trifluoromethyl)phenyl]methyl methanesulfonate CS(=O)(=O)OCC1=C(C=C(C=C1)C(F)(F)F)F